6-(1-(3-chloropyridin-2-yl)-3-(trifluoromethyl)-1H-pyrazole-5-carboxamido)-5-methyl-N-(3-oxoisoxazolidin-4-yl)pyrazolo[1,5-a]pyridine-7-carboxamide ClC=1C(=NC=CC1)N1N=C(C=C1C(=O)NC=1C(=CC=2N(C1C(=O)NC1C(NOC1)=O)N=CC2)C)C(F)(F)F